6-(2-methoxyphenyl)-3-(3-pyridyl)imidazo[1,2-b]pyridazine COC1=C(C=CC=C1)C=1C=CC=2N(N1)C(=CN2)C=2C=NC=CC2